C(CCCCCCCCCCCC)P(OCCCCCCCC)(OCCCCCCCC)([O-])CCCCCCCCCCCCC.C(CCCCCCCCCCCC)P(OCCCCCCCC)(OCCCCCCCC)([O-])CCCCCCCCCCCCC tetraoctyl di(ditridecyl phosphite)